C1(CC1)CN(S(=O)(=O)C=1C=2CCC(C2C(=CC1)OCC1CCOCC1)O)C1=CC=C(C=C1)CC N-(cyclopropylmethyl)-N-(4-ethylphenyl)-1-hydroxy-7-((tetrahydro-2H-pyran-4-yl)methoxy)-2,3-dihydro-1H-indene-4-sulfonamide